FC(=CC=1C=NN2C1C=C(C=C2C(=O)N[C@H]2[C@H](CN(C[C@@H]2C)C)F)C#CCNC2=C(C=C(C(=C2)F)C(NC)=O)OC)F 3-(2,2-difluorovinyl)-N-[(3S,4R,5S)-3-fluoro-1,5-dimethyl-4-piperidyl]-5-[3-[5-fluoro-2-methoxy-4-(methylcarbamoyl)anilino]prop-1-ynyl]pyrazolo[1,5-a]pyridine-7-carboxamide